1-((cyclopropylmethyl)(methyl)carbamoyl)azetidin-3-yl (1-(4-(2,6-dioxopiperidin-3-yl)-3,5-difluorophenyl)azetidin-3-yl)carbamate O=C1NC(CCC1C1=C(C=C(C=C1F)N1CC(C1)NC(OC1CN(C1)C(N(C)CC1CC1)=O)=O)F)=O